ClC=1C=C(C(=O)NC2[C@H]3CC(C[C@@H]23)(C2=C3C=NNC3=CC(=C2)C(F)(F)F)O)C=CC1 3-chloro-N-((1r,3r,5s,6r)-3-hydroxy-3-(6-(trifluoromethyl)-1H-indazol-4-yl)bicyclo[3.1.0]hexane-6-yl)benzamide